COC1=CC(=C(C=C1)NC(=O)C1=CNC2=CC=CC=C2C1=O)C N-(4-methoxy-2-methylphenyl)-4-oxo-1H-quinoline-3-carboxamide